3-(thiophen-2-yl)benzoic acid S1C(=CC=C1)C=1C=C(C(=O)O)C=CC1